FC=1C(=C(C=NC1)C=1C=C2C(=C(C=NC2=CC1)C1=CC(=CC(=C1)C(F)(F)F)F)N1CCC(CC1)N)C=NO 1-(6-{5-Fluoro-4-[(hydroxyimino)methyl]pyridin-3-yl}-3-[3-fluoro-5-(trifluoromethyl)phenyl]chinolin-4-yl)piperidin-4-amin